6-(levulinoyloxymethyl)-3-methoxy-2-nitrobenzoate C(CCC(=O)C)(=O)OCC1=CC=C(C(=C1C(=O)[O-])[N+](=O)[O-])OC